7-Chlorodibenzo[b,d]furan-1-ol ClC1=CC2=C(C3=C(O2)C=CC=C3O)C=C1